1-(3-chloro-4-methylphenyl)-2,2-difluoroethan-1-ol ClC=1C=C(C=CC1C)C(C(F)F)O